N(=[N+]=[N-])C1=CC=C(C(=O)C2=CC=C(C=C2)N=[N+]=[N-])C=C1 4,4'-bisazidobenzophenone